calcium, hydrochloride Cl.[Ca]